tert-butyl (1-(2,2-difluoroacetyl)pyrrolidin-3-yl)carbamate FC(C(=O)N1CC(CC1)NC(OC(C)(C)C)=O)F